2-(2-methoxy-5-hydroxyphenyl)-2-methylpropanoic acid COC1=C(C=C(C=C1)O)C(C(=O)O)(C)C